4-(benzylsulfanyl)-3-methoxy-N-methylbenzamide C(C1=CC=CC=C1)SC1=C(C=C(C(=O)NC)C=C1)OC